(S)-3-((S)-2-(2-((2,6-dimethylphenyl)amino)-2-oxoacetamido)-4-methylpentanamido)-2-oxo-4-((S)-2-oxopyrrolidin-3-yl)butyl 2-oxo-2-phenylacetate O=C(C(=O)OCC([C@H](C[C@H]1C(NCC1)=O)NC([C@H](CC(C)C)NC(C(=O)NC1=C(C=CC=C1C)C)=O)=O)=O)C1=CC=CC=C1